2-Chloro-N-isopropyl-N-(2-oxo-2-(phenethylamino)-1-(thiophen-2-yl)ethyl)-acetamide ClCC(=O)N(C(C(NCCC1=CC=CC=C1)=O)C=1SC=CC1)C(C)C